OC1=C(C(=CC(=C1)O)O[C@@H]1O[C@@H]([C@H]([C@@H]([C@H]1O)O)O)CO)C(CCC1=CC=C(C=C1)O)=O 1-[2,4-Dihydroxy-6-[(2S,3R,4S,5S,6R)-3,4,5-trihydroxy-6-(hydroxymethyl)oxan-2-yl]oxyphenyl]-3-(4-hydroxyphenyl)propan-1-one